2'-fluoro-2-hydroxy-4'-(methylsulfonyl)-[1,1'-biphenyl] FC1=C(C=CC(=C1)S(=O)(=O)C)C1=C(C=CC=C1)O